C(C=1C(C(=O)O)=CC(C(=O)O)=CC1)(=O)O.C(CCCCCCCCCC(C)C)O isotridecanol trimellitate